2-fluoroethyltris(t-butoxy)tin FCC[Sn](OC(C)(C)C)(OC(C)(C)C)OC(C)(C)C